O(C1=CC=CC=C1)C=1C=C(C(=O)N2CCN(CC2)C2=NC3=CC=CC=C3C(N2)=O)C=CC1 2-[4-(3-Phenoxybenzoyl)piperazin-1-yl]-3H-quinazolin-4-one